C12CNCC(N1C1=C3C(N(C(C3=CC=C1F)=O)C1C(NC(CC1)=O)=O)=O)C2 4-(3,6-diazabicyclo[3.1.1]heptan-6-yl)-2-(2,6-dioxopiperidin-3-yl)-5-fluoroisoindoline-1,3-dione